benzoxazolthiol O1C(=NC2=C1C=CC=C2)S